[N+](=O)([O-])C1=CC=C(C(=O)O[C@H](C)C2CCCCC2)C=C1 (R)-1-cyclohexylethyl 4-nitrobenzoate